COC(/C(=C/OC)/OC1=C(C=CC(=C1)Br)C)=O (Z)-2-(5-bromo-2-methyl-phenoxy)-3-methoxy-prop-2-enoic acid methyl ester